ClC=1C=CC(=C(C1)C1=CC(N(C=C1OC)CC(=O)NC1=CC2=CN(N=C2C=C1)C)=O)N1N=NN=C1 2-{4-[5-chloro-2-(1H-tetrazol-1-yl)phenyl]-5-methoxy-2-oxopyridin-1(2H)-yl}-N-(2-methyl-2H-indazol-5-yl)acetamide